6-(4-Amino-4-methyl-piperidin-1-yl)-3-(2,3-dichloro-phenyl)-5-methyl-3H-pyrimidin-4-one NC1(CCN(CC1)C1=C(C(N(C=N1)C1=C(C(=CC=C1)Cl)Cl)=O)C)C